2-(5-(1H-pyrazol-4-yl)pyridin-2-yl)-4-((3-methoxyphenyl)amino)-8-(3-phenylbutyryl)-2,8-diazaspiro[4.5]decan-3-one N1N=CC(=C1)C=1C=CC(=NC1)N1CC2(C(C1=O)NC1=CC(=CC=C1)OC)CCN(CC2)C(CC(C)C2=CC=CC=C2)=O